N1CC(C1)C1=CC=C(NC2(CC2)C(F)(F)F)C=C1 4-(Azetidin-3-yl)-N-[1-(trifluoromethyl)cyclopropyl]aniline